NC1=C(C=C(C=N1)C=1C=C(C(=O)NCCN2CCOCC2)C=CC1)OC(C)C1=C(C(=CC=C1F)F)Cl 3-{6-amino-5-[1-(2-chloro-3,6-difluoro-phenyl)-ethoxy]-pyridin-3-yl}-N-(2-morpholin-4-yl-ethyl)-benzamide